(S)-N4-(3-chloro-4-fluorophenyl)-N6-(2,3,4,5-tetrafluoro-6-(methylsulfonyl)phenyl)-7-((tetrahydrofuran-3-yl)oxy)quinazoline-4,6-diamine ClC=1C=C(C=CC1F)NC1=NC=NC2=CC(=C(C=C12)NC1=C(C(=C(C(=C1S(=O)(=O)C)F)F)F)F)O[C@@H]1COCC1